C(C)(C)(C)OC(=O)N1CCC2(N=C3N(C2=O)C(CC3)C3=CC(=CC(=C3)F)F)CC1 (3,5-difluorophenyl)-3'-oxo-6',7'-dihydro-3'H,5'H-spiro[piperidine-4,2'-pyrrolo[1,2-a]imidazole]-1-carboxylic acid tert-butyl ester